[OH-].[Al+3].ClC1=CC(=CC2=C1CC(OC2=O)C)C(=O)N[C@@H](CC2=CC=C(C=C2)O)C(=O)O.[OH-].[OH-] N-((5-chloro-3,4-dihydro-3-methyl-1-oxo-1H-2-benzopyran-7-yl)carbonyl)-L-tyrosine aluminum hydroxide